4-CHLORO-1-ETHYL-1H-PYRAZOLE-5-CARBOXALDEHYDE ClC=1C=NN(C1C=O)CC